N1,N6-bis(6-(tert-butyl)dibenzo[b,d]furan-4-yl)-N1,N6-di-m-tolylpyrene-1,6-diamine C(C)(C)(C)C1=CC=CC=2C3=C(OC21)C(=CC=C3)N(C3=CC=C2C=CC=1C(=CC=C4C=CC3=C2C14)N(C=1C=C(C=CC1)C)C1=CC=CC4=C1OC1=C4C=CC=C1C(C)(C)C)C=1C=C(C=CC1)C